2-amino-9-(4-fluorobenzyl)-8-((trimethylsilyl)ethynyl)-1,9-dihydro-6H-purin-6-one NC=1NC(C=2N=C(N(C2N1)CC1=CC=C(C=C1)F)C#C[Si](C)(C)C)=O